CC1=NC(=CC(=N1)OCCNC([C@H](C)N(C(C=C)=O)C)=O)NC=1SC(=CN1)C1=CC=CC=C1 (2S)-N-[2-[2-methyl-6-[(5-phenylthiazol-2-yl)amino]pyrimidin-4-yl]oxyethyl]-2-[methyl(prop-2-enoyl)amino]propanamide